C1=CC=CC2=C1CCCC2 cyclohexa-cyclohexane